CNC(=O)C=1C=C2C=CC=NC2=CN1 N-methyl-1,7-naphthyridine-6-carboxamide